(S)-4-(3-cyclobutyl-1H-pyrrolo[3,2-c]pyridin-4-yl)-3-methylpiperazine-1-carboxylic acid tert-butyl ester C(C)(C)(C)OC(=O)N1C[C@@H](N(CC1)C1=NC=CC2=C1C(=CN2)C2CCC2)C